N[C@H](C(=O)O)C[C@@H](CCCCC)C (2S,4R)-2-amino-4-methyl-nonanoic acid